CC1(CCC(CC1)N1N=CC=2C3=C([C@@H](CC12)C)C(=NO3)[C@@](C(F)(F)F)(C)O)O (1S,4r)-1-methyl-4-((S)-4-methyl-3-((R)-1,1,1-trifluoro-2-hydroxypropan-2-yl)-4,5-dihydro-6H-isoxazolo[5,4-e]indazol-6-yl)cyclohexan-1-ol